N-benzyloxycarbonyl-L-glutamic acid 5-tert-butyl ester C(C)(C)(C)OC(CC[C@H](NC(=O)OCC1=CC=CC=C1)C(=O)O)=O